C(C)C1=NN2C(N=C(C=C2)Cl)=C1C#N ethyl-5-chloropyrazolo[1,5-a]pyrimidine-3-carbonitrile